N-{(5R)-8-chloro-1-[trans-4-(pyridin-2-yloxy)cyclohexyl]-5,6-dihydro-4H-[1,2,4]triazolo[4,3-a][1]benzazepin-5-yl}acetamide ClC=1C=CC2=C(C[C@H](CC=3N2C(=NN3)[C@@H]3CC[C@H](CC3)OC3=NC=CC=C3)NC(C)=O)C1